COC(C1=C(C=CC=C1)NC(CCC1=CC=C(C=C1)C(F)(F)F)=O)=O 2-(3'-(4''-(trifluoromethyl)phenyl)propionamido)benzoic acid methyl ester